8-(hydroxymethyl)naphthalen OCC=1C=CC=C2C=CC=CC12